2-Propargyl-glycine C(C#C)C(N)C(=O)O